N-cyclobutyl-5-((4-(4-methyl-2-(methylamino)thiazol-5-yl)pyrimidin-2-yl)amino)-1H-indol-2-carboxamide C1(CCC1)NC(=O)C=1NC2=CC=C(C=C2C1)NC1=NC=CC(=N1)C1=C(N=C(S1)NC)C